C[Si](CCOCOC1=CC(=CC2=C1CCO2)B2OC(C(O2)(C)C)(C)C)(C)C trimethyl-[2-[[6-(4,4,5,5-tetramethyl-1,3,2-dioxaborolan-2-yl)-2,3-dihydrobenzofuran-4-yl]oxymethoxy]ethyl]silane